(2-Methoxyethyl)glycine methyl ester COC(CNCCOC)=O